2-ethyl-butanal C(C)C(C=O)CC